ClC1=C(C=C(C=C1)S(=O)(=O)NC=1C(=NC=C(C1)C)OC=1C=CC(=NC1)C1(CC1)NC(C=C)=O)C(F)(F)F N-(1-(5-((3-((4-chloro-3-(trifluoromethyl)phenyl)sulfonamido)-5-methylpyridin-2-yl)oxy)pyridin-2-yl)cyclopropyl)acrylamide